C1(CC1)C=1C=2[C@](C3=C(NC2N=CC1F)CC(CC3=O)(C)C)(C3=CC=CC=C3)C (5R)-4-cyclopropyl-3-fluoro-5,8,8-trimethyl-5-phenyl-9,10-dihydro-7H-benzo[b][1,8]naphthyridin-6-one